CC1(C(N(C2=NC=CC(=C21)C2=CC=C(C(=N2)C(=O)NC2=CC=C(C=C2)F)C(F)(F)F)C2=NC=CC=N2)=O)C 6-(3,3-dimethyl-2-oxo-1-(pyrimidin-2-yl)-2,3-dihydro-1H-pyrrolo[2,3-b]pyridin-4-yl)-N-(4-fluorophenyl)-3-(trifluoromethyl)pyridine-2-carboxamide